pyrido[1,2-a]pyrimidin-1-ium-2-olate [NH+]1=C2N(CC=C1[O-])C=CC=C2